C(N)(OC1=C(N=C(S1)C1CCC2(OCCO2)CC1)C#CC=1C(=CC=2N(C1)N=CN2)C)=O (4-((7-methyl-[1,2,4]triazolo[1,5-a]pyridin-6-yl) ethynyl)-2-(1,4-dioxaspiro[4.5]dec-8-yl) thiazol-5-yl) carbamate